FC=1C(=C(C=C(C1)F)NC1=C(C(=O)O)C=C(C=C1)C(F)(F)F)C 2-((3,5-difluoro-2-methylphenyl)amino)-5-(trifluoromethyl)-benzoic acid